Tert-butyl 2-[1-(3-chlorophenyl)pyrazol-4-yl]acetate ClC=1C=C(C=CC1)N1N=CC(=C1)CC(=O)OC(C)(C)C